COC(=O)C1=C(NC(=C1)C1=C2C(=NC=C1)N(C=C2)S(=O)(=O)C2=CC=CC=C2)C2=C(C(=C(C=C2)C)F)F.NC2=CC=C(OC1=CC=C(C=C1)CCC(C)C1=CC=C(C=C1)OC1=CC=C(C=C1)N)C=C2 1,3-Bis[4-(4-aminophenoxy)phenyl]butane Methyl-2-(2,3-difluoro-4-methylphenyl)-5-[1-(phenylsulfonyl)-1H-pyrrolo[2,3-b]pyridin-4-yl]-1H-pyrrole-3-carboxylate